C(CC)O[Al](OCCC)OCCC tripropoxyaluminium